ClC1=C2C(N(C(C2=C(C(=C1Cl)Cl)Cl)=O)O)=O 4,5,6,7-tetrachloro-2-hydroxyisoindole-1,3-dione